4-chloro-2-methoxy-3-methylpyridine ClC1=C(C(=NC=C1)OC)C